(2-(1-(2-ethyl-7-methoxyquinazolin-4-yl)piperidin-4-yl)ethyl)phosphonic acid C(C)C1=NC2=CC(=CC=C2C(=N1)N1CCC(CC1)CCP(O)(O)=O)OC